(S)-2-((2-((S)-4-(difluoromethyl)-2-carbonyloxazolidin-3-yl)-11-fluoro-5,6-dihydrobenzo[f]imidazo[1,2-d][1,4]oxazepin-9-yl)amino)propanamide FC([C@H]1N(C(OC1)=C=O)C=1N=C2N(CCOC3=C2C(=CC(=C3)N[C@H](C(=O)N)C)F)C1)F